N1(CCNCC1)C1=CC=C(C=C1)C=1C=NC=2N(C1)N=CC2C2=CC=NC1=CC=CC=C21 4-(6-(4-(piperazine-1-yl)phenyl)pyrazolo[1,5-a]pyrimidin-3-yl)quinoline